5-[4-(7-fluoroindolin-1-yl)quinazolin-6-yl]pyrimidin-2-amine FC=1C=CC=C2CCN(C12)C1=NC=NC2=CC=C(C=C12)C=1C=NC(=NC1)N